1-((2-(4-(5-cyanopyrimidin-2-yl)piperazin-1-yl)-2-carbonylethoxy)amino)propane C(#N)C=1C=NC(=NC1)N1CCN(CC1)C(CONCCC)=C=O